(3-chloro-4-(trifluoromethoxy)phenyl)(2,4,6-trimethoxyphenyl)iodonium 4-methylbenzenesulfonate CC1=CC=C(C=C1)S(=O)(=O)[O-].ClC=1C=C(C=CC1OC(F)(F)F)[I+]C1=C(C=C(C=C1OC)OC)OC